C(C)(C)(C)C=1C(=C(C=C(C1)C(C)(C)C)O)N 3,5-di-tert-butyl-2-aminophenol